NC=1C=2N(C(=C(N1)C1=CC=C(C=C1)F)C=1C=CC=3N(C1)C(=CN3)C)C=C(N2)C(=O)NC23CC(C2)(C3)CN3CC(CC3)(F)F 8-amino-N-{3-[(3,3-di-fluoropyrrolidin-1-yl)methyl]bicyclo[1.1.1]pentan-1-yl}-6-(4-fluorophenyl)-5-{3-methylimidazo[1,2-a]pyridin-6-yl}imidazo[1,2-a]pyrazine-2-carboxamide